FC=1C=C2CC3=C(C2=CC1F)C=1C=C(C(=CC1C3)F)F 2,3,6,7-tetrafluoro-9,10-dihydroindeno[1,2-a]indene